10-(7-(decanoyloxy) heptyl)-2-methyl-6-oxo-7-oxa-2,5,10-triazaoctadecan-18-yl 2-hexyldecanoate C(CCCCC)C(C(=O)OCCCCCCCCN(CCOC(NCCN(C)C)=O)CCCCCCCOC(CCCCCCCCC)=O)CCCCCCCC